CC1=CN(C2=NC=C(C=C21)B2OC(C(O2)(C)C)(C)C)COCC[Si](C)(C)C 3-methyl-5-(4,4,5,5-tetramethyl-1,3,2-dioxaborolan-2-yl)-1-{[2-(trimethylsilyl)ethoxy]methyl}-1H-pyrrolo[2,3-b]pyridine